N1=CC=C(C2=CC=CC=C12)C1=CN=CC(=N1)OCCN1CCOCC1 4-{2-{[6-(quinolin-4-yl)pyrazin-2-yl]oxy}ethyl}morpholine